FC1(CCC(CC1)NCC[C@H](CCOC1=NC(=CC=C1S(=O)(=O)N1[C@@H](CCC1)C(=O)OC)C)C)F methyl ((2-(((R)-5-((4,4-difluorocyclohexyl)amino)-3-methylpentyl)oxy)-6-methylpyridin-3-yl)sulfonyl)-L-prolinate